N[C@@H]1C2=CC=CC=C2CC12CCN(CC2)C=2NC(C1=C(N2)NN=C1C1(CC1)C1=CC(=NC=C1)Cl)=O (S)-6-(1-amino-1,3-dihydrospiro[indene-2,4'-piperidin]-1'-yl)-3-(1-(2-chloropyridin-4-yl)cyclopropyl)-1,5-dihydro-4H-pyrazolo[3,4-d]pyrimidin-4-one